C1CCCC12CCN(CC2)CC2=NN(C(=N2)C=2SC=C(N2)C)C2=CC=C(C=C2)F (3-((8-azaspiro[4.5]dec-8-yl)methyl)-1-(4-fluorophenyl)-1H-1,2,4-triazol-5-yl)-4-methylthiazole